6-(3-aminocyclobutyl)-N2-methyl-N2-(2,2,2-trifluoroethyl)quinoline-2,6-diamine NC1CC(C1)C1(CC=2C=CC(=NC2C=C1)N(CC(F)(F)F)C)N